CN1CCNC(C1)CN1C(CCC1)=O methyl-5-(2-oxo-pyrrolidin-1-ylmethyl)-piperazine